7-(3-chloro-2-cyclopropylphenyl)-N-((1-(dimethylamino)cyclobutyl)methyl)-8-fluoro-2-((tetrahydro-1H-pyrrolizin-7a(5H)-yl)methoxy)pyrido[4,3-d]pyrimidin-4-amine ClC=1C(=C(C=CC1)C1=C(C=2N=C(N=C(C2C=N1)NCC1(CCC1)N(C)C)OCC12CCCN2CCC1)F)C1CC1